FC1=C(C=C(C(=C1)N1C[C@H](N([C@H](C1)C)C)C)NC(=O)C1=CNC(C=C1C(F)(F)F)=O)C=1CCN(CC1)C(=O)OC(C)(C)C tert-butyl 4-[2-fluoro-5-[[6-oxo-4-(trifluoromethyl)-1H-pyridine-3-carbonyl]amino]-4-[(3R,5S)-3,4,5-trimethylpiperazin-1-yl]phenyl]-3,6-dihydro-2H-pyridine-1-carboxylate